Methyl 2-{7-chloro-1,1,3-trioxo-4H-1lambda6-pyrido[3,2-e][1,2,4]thiadiazin-2-yl}acetate ClC=1C=CC=2NC(N(S(C2N1)(=O)=O)CC(=O)OC)=O